ClCC1=CC=C(C(=N1)F)N1C(NC(CC1)=O)=O 1-(6-(Chloromethyl)-2-fluoropyridin-3-yl)dihydropyrimidine-2,4(1H,3H)-dione